Bromine (cyclopentadiene) iron [Fe].C1=CC=CC1.[Br]